4-(4-Morpholinyl)butanesulfonic acid N1(CCOCC1)CCCCS(=O)(=O)O